C(CCCCCCC)(=O)ON(CCCCCC(OCCCCCCCC(CCC)CCO)=O)C(CCCCCCCC)CCCCCCCC (heptadec-9-yl 8-((2-hydroxyethyl)) (6-oxo-6-(undecyloxy) hexyl) amino) octanoate